6-Cyclopropyl-2-(2,3-dihydrobenzo[b][1,4]dioxin-6-yl)-3-oxo-2,3-dihydropyridazine C1(CC1)C=1C=CC(N(N1)C1=CC2=C(OCCO2)C=C1)=O